C(C1=CC=CC=C1)OC1=C(C=C(C=C1)CBr)F 1-(benzyloxy)-4-(bromomethyl)-2-fluorobenzene